C1(=CC=CC=C1)S(=O)(=O)C1=CC=C(C=C1)CN1C2=C(N=CC1)SC=C2 N-{[4-(benzenesulfonyl)phenyl]methyl}thieno[2,3-b]pyrazine